1-(4-methoxyphenyl)-bicyclo[1.1.1]pentane-3-carboxylic acid COC1=CC=C(C=C1)C12CC(C1)(C2)C(=O)O